4-propyl-N-3-pyridinylbenzamide C(CC)C1=CC=C(C(=O)NC=2C=NC=CC2)C=C1